(rac)-N-((3S,4R)-3-fluoropiperidin-4-yl)-2-(3-((2-methoxy-4-(methylsulfonyl)phenyl)amino)prop-1-yn-1-yl)-1-(2,2,2-trifluoroethyl)-1H-indol-4-amine F[C@H]1CNCC[C@H]1NC=1C=2C=C(N(C2C=CC1)CC(F)(F)F)C#CCNC1=C(C=C(C=C1)S(=O)(=O)C)OC |r|